NC1=CC=C(C=C1)N1N=C(C(=C1C1CC1)C1=C(C(=O)N)C=CC(=C1)OC(F)(F)F)C [1-(4-aminophenyl)-5-cyclopropyl-3-methyl-pyrazol-4-yl]-4-(trifluoromethoxy)benzamide